BrC=1C2=C(C=NC1)N(C=N2)C2CC2 7-bromo-3-cyclopropyl-3H-imidazo[4,5-c]pyridine